2-Cyanobutan-2-yl-4-chloro-3,5-dimethyl-1H-pyrazol-1-carbodithioat C(#N)C(C)(CC)SC(=S)N1N=C(C(=C1C)Cl)C